1-{4-[7-(aminocarbonyl)-2H-indazol-2-yl]benzyl}-4-[(methylsulfonyl)amino]piperidinium trifluoroacetate FC(C(=O)[O-])(F)F.NC(=O)C1=CC=CC2=CN(N=C12)C1=CC=C(C[NH+]2CCC(CC2)NS(=O)(=O)C)C=C1